C(C1=CC=CC=C1)OC1=NC(=CC=C1C=1C=C(C=CC1)N1CCC(CC1)C=O)OCC1=CC=CC=C1 1-(3-(2,6-bis(benzyloxy)pyridin-3-yl)phenyl)piperidine-4-carbaldehyde